(4R,6S)-5,5-dimethyl-6,8-bis((triethylsilyl)oxy)oct-1-en-4-ol CC([C@@H](CC=C)O)([C@H](CCO[Si](CC)(CC)CC)O[Si](CC)(CC)CC)C